(1R,3S,5R)-2-(2-(6-amino-9H-purin-9-yl)acetyl)-N-((1R,2S)-2-(2-chlorophenyl)cyclopropyl)-2-azabicyclo[3.1.0]hexane-3-carboxamide NC1=C2N=CN(C2=NC=N1)CC(=O)N1[C@@H]2C[C@@H]2C[C@H]1C(=O)N[C@H]1[C@@H](C1)C1=C(C=CC=C1)Cl